C1(CC1)C=1C=2N(C=CC1N1N=C(C(=C1C)C(C)C)I)C(=NN2)C(F)F 1-[8-cyclopropyl-3-(difluoromethyl)-[1,2,4]triazolo[4,3-a]pyridin-7-yl]-3-iodo-5-methyl-4-(propan-2-yl)-1H-pyrazole